8-C-glucosyl-apigenin C1([C@H](O)[C@@H](O)[C@H](O)[C@H](O1)CO)C1=C(C=C(C=2C(C=C(OC12)C1=CC=C(O)C=C1)=O)O)O